C[Si](O[Si](O)(C1=CC=CC=C1)C)(O)C1=CC=CC=C1 1,3-dimethyl-1,3-diphenyl-disiloxane-1,3-diol